trans-1-(benzo[c][1,2,5]thiadiazol-4-ylsulfonyl)-N-(benzo[d]thiazol-5-yl)-2-methylpiperidine-4-carboxamide N=1SN=C2C1C=CC=C2S(=O)(=O)N2[C@H](C[C@@H](CC2)C(=O)NC=2C=CC1=C(N=CS1)C2)C